C1(CCCCC1)C1=CN=C2N1COC1=C2C=NC=C1 3-cyclohexyl-5H-imidazo[1,2-c]pyrido[3,4-e][1,3]oxazine